2-(2-((5-(3-(aminomethyl)phenyl)benzofuran-3-yl)methoxy)-5-fluorophenyl)acetic acid NCC=1C=C(C=CC1)C=1C=CC2=C(C(=CO2)COC2=C(C=C(C=C2)F)CC(=O)O)C1